[N+](=O)([O-])[O-].C(CCC)N1C=[N+](C=C1)C 1-Butyl-3-methylimidazolium nitrate